N[C@H]1CN(C[C@@H](C1)F)C(=O)C1=CC2=C(N(C(=N2)C=2N(C3=CC=CC=C3C2)CC2CC2)CC2CN(C2)C(=O)C=2C=C(C#N)C=CC2F)C(=C1)OC 3-[3-({5-[(3R,5R)-3-amino-5-fluoropiperidine-1-carbonyl]-2-[1-(cyclopropylmethyl)-1H-indol-2-yl]-7-methoxy-1H-1,3-benzodiazol-1-yl}methyl)azetidine-1-carbonyl]-4-fluorobenzonitrile